C(C)(=O)NO ethane-hydroxamic acid